(5-amino-7-methoxyimidazo[1,2-c]quinazolin-2-yl)(5-azaspiro[2.5]octan-5-yl)methanone NC1=NC=2C(=CC=CC2C=2N1C=C(N2)C(=O)N2CC1(CC1)CCC2)OC